C(C1=CC=CC=C1)NC(=O)C12N=CC3C(C1N(CC2C3)CC3=CC=CC2=CC=CC=C32)CCC N-benzyl-1-(naphthalen-1-ylmethyl)-7-propyl-1,2,3,6,7,7a-hexahydro-3aH-3,6-methanopyrrolo[3,2-b]pyridine-3a-carboxamide